O1C(C1)CNC(OC(C)(C)C)=O tert-Butyl N-(oxiran-2-ylmethyl)carbamate